5-[(E)-hex-3-enyl]oxacyclopentane-2-one C(C\C=C\CC)C1CCC(O1)=O